N1(CCCCCC1)S(=O)(=O)C1=CC=C(C=C1)C(C=CC1=CC(=C(C=C1)O)O)=O 1-[4-(Azepane-1-sulfonyl)phenyl]-3-(3,4-dihydroxyphenyl)prop-2-en-1-one